8'-Methyl-7'-(2-(pyrrolidin-1-yl)ethoxy)-2,2',3,3',5,6-hexahydrospiro[pyran-4,4'-pyrido[2,3-b][1,4,5]oxathiazepine] 1',1'-dioxide CC1=CC2=C(OC3(CNS2(=O)=O)CCOCC3)N=C1OCCN1CCCC1